(R)-N-(5-cyano-4-((2-methoxyethyl)amino)pyridin-2-yl)-7-(dimethoxymethyl)-6-((3-methoxy-2-carbonylpyrrolidin-1-yl)methyl)-3,4-dihydro-1,8-naphthyridin-1(2H)-carboxamide C(#N)C=1C(=CC(=NC1)NC(=O)N1CCCC2=CC(=C(N=C12)C(OC)OC)CN1C([C@@H](CC1)OC)=C=O)NCCOC